CNC1=CC(=NC=C1)OC1=CC=C(C#N)C=C1 4-(4-(methylamino)pyridin-2-yloxy)benzonitrile